FC=1C=CC2=C(CCO2)C1CNC1=NC=C(C=2N1C=C(N2)C#N)C2=CN=NN2C 5-(((5-fluoro-2,3-dihydrobenzofuran-4-yl)methyl)amino)-8-(1-methyl-1H-1,2,3-triazol-5-yl)imidazo[1,2-c]pyrimidine-2-carbonitrile